2-bromo-6-methyl-6,7-dihydro-5H-pyrazolo[1,5-a]pyrazin-4-one BrC1=NN2C(C(NC(C2)C)=O)=C1